1-(3-(3-methyl-1-(tetrahydro-2H-pyran-2-yl)-1H-pyrazol-5-yl)-5-((R)-3-methylmorpholino)isothiazolo[4,5-b]pyridin-7-yl)-1H-1,2,4-triazole CC1=NN(C(=C1)C1=NSC=2C1=NC(=CC2N2N=CN=C2)N2[C@@H](COCC2)C)C2OCCCC2